(R)-N-((4-(4-(trifluoromethyl)phenyl)-3,4-dihydro-2H-benzo[b][1,4]oxazin-2-yl)methyl)acetamide FC(C1=CC=C(C=C1)N1C2=C(O[C@@H](C1)CNC(C)=O)C=CC=C2)(F)F